4-chloro-N-(1-(5-(2-methylpyrimidin-4-yl)-5,6,7,8-tetrahydro-1,5-naphthyridin-2-yl)cyclopropyl)benzamide ClC1=CC=C(C(=O)NC2(CC2)C2=NC=3CCCN(C3C=C2)C2=NC(=NC=C2)C)C=C1